ClC1=CC2=C(N=C(S2)C23CC(C2)(C3)NC(=O)C=3OC(=CC3)C(CC)S(=O)(=O)C)C=C1 N-[3-(6-chloro-1,3-benzothiazol-2-yl)-1-bicyclo[1.1.1]pentanyl]-5-(1-methylsulfonylpropyl)furan-2-carboxamide